S1=2C=3NN=C(CCCCCCNC(CCC4=C5C=CNC5=CC=C4CC(=CC=C1)C2)=O)N3 thia-3,4,12,20,31-pentazapentacyclo[24.3.1.12,5.016,24.017,21]hentriaconta-1(30),2(31),4,16,18,21,23,26,28-nonaen-13-one